CC(=CCC/C(=C/CC/C(=C/CC/C(=C\\CC/C(=C\\CC/C(=C\\CC/C(=C\\CC/C(=C\\CC/C(=C\\CC/C(=C\\CC/C(=C\\COP(=O)([O-])OC1[C@H]([C@H]([C@@H]([C@H](O1)CO)O)O)O)/C)/C)/C)/C)/C)/C)/C)/C)/C)/C)C The molecule is the organophosphate oxoanion formed by deprotonation of the phosphate OH in D-mannosyl ditrans,polycis-undecaprenyl phosphate. Major microspecies at pH 7.3. It is a conjugate base of a D-mannosyl ditrans,polycis-undecaprenyl phosphate.